ClC1=C(C=CC=C1B1OC(C(O1)(C)C)(C)C)NC(=O)C1=NN2C([C@H](CCC2)NCC(=O)OC(C)(C)C)=C1 tert-butyl 2-[[(4S)-2-[[2-chloro-3-(4,4,5,5-tetramethyl-1,3,2-dioxaborolan-2-yl)phenyl]carbamoyl]-4,5,6,7-tetrahydropyrazolo[1,5-a]pyridin-4-yl]amino]acetate